C(\C=C/C(=O)O)(=O)O.[Ca] calcium maleic acid